F[C@@H](C(=O)NC1=C(C=C(C=C1)NCC1=CC=C(C=C1)C(F)(F)F)N1CCCC1)[C@@H](CCCCC)F (2S,3R)-2,3-difluoro-N-(2-(pyrrolidin-1-yl)-4-((4-(trifluoromethyl)benzyl)amino)phenyl)octanamide